C1(CC1)[C@H](C)N1C(C2=C(C=C(C=C2C1)C1=CNC=2N=C(N=C(C21)OCC)NC(C)=O)OC(F)F)=O (S)-N-(5-(2-(1-cyclopropylethyl)-7-(difluoromethoxy)-1-oxoisoindolin-5-yl)-4-ethoxy-7H-pyrrolo[2,3-d]pyrimidin-2-yl)acetamide